O1CCC(=CC1)OS(=O)(=O)C(F)(F)F 3,6-dihydro-2H-pyran-4-yl-trifluoromethanesulfonate